CC1=NN(C(=C1N)C)C1CCN(CC1)S(=O)(=O)C 3,5-dimethyl-1-(1-(methylsulfonyl)piperidin-4-yl)-1H-pyrazol-4-amine